[SH3]C1N(C(OC1)=O)[SH3] (disulfuranyl)Oxazolidin-2-one